3-bromo-1-(3-chloropyridin-2-yl)-N-(1-(thiophen-2-ylcarbamoyl)cyclopropyl)-1H-pyrazole-5-carboxamide BrC1=NN(C(=C1)C(=O)NC1(CC1)C(NC=1SC=CC1)=O)C1=NC=CC=C1Cl